C1(=C(C=CC=C1)OC(=O)C1(CC=C(C=C1)C)OS(=O)(=O)N)C p-tolyloxycarbonyl-p-tolyloxySulfonamide